(1-oxo-1,2,3,4-tetrahydroisoquinolin-7-yl) borate B(OC1=CC=C2CCNC(C2=C1)=O)([O-])[O-]